N-[3-(p-toluenesulfonyloxy)phenyl]-N'-[3-(2-naphthalenesulfonyloxy)phenyl]urea CC1=CC=C(C=C1)S(=O)(=O)OC=1C=C(C=CC1)NC(=O)NC1=CC(=CC=C1)OS(=O)(=O)C1=CC2=CC=CC=C2C=C1